FC(C(C(C(C(C(F)(F)F)(F)F)(F)F)(F)F)(F)F)(C1(C2=CC=CC=C2C=2C=CC=CC12)C(C(C(C(C(C(F)(F)F)(F)F)(F)F)(F)F)(F)F)(F)F)F 9,9-di(perfluorohexyl)-fluorene